ClC1=CC(=NC(=N1)C(C)(F)F)O 6-chloro-2-(1,1-difluoroethyl)pyrimidin-4-ol